tetradecyl-diethyl-(3-triethoxysilylpropyl)ammonium chloride [Cl-].C(CCCCCCCCCCCCC)[N+](CCC[Si](OCC)(OCC)OCC)(CC)CC